C(C)(C)(C)OC(=O)N1CC=CC1 tert-butyloxycarbonyl-2,5-dihydro-1H-pyrrole